N-(3,5-dimethylphenyl)-N'-(2-trifluoromethylphenyl)guanidine tert-butyl-3-(aminomethyl)-4-fluoro-3-hydroxypyrrolidine-1-carboxylate C(C)(C)(C)C1N(CC(C1(O)CN)F)C(=O)O.CC=1C=C(C=C(C1)C)NC(=N)NC1=C(C=CC=C1)C(F)(F)F